N\C(=C/C(=O)OCC1=CC(=CC=C1)Br)\C 3-Bromobenzyl (Z)-3-aminobut-2-enoate